3-hydroxy-1-cyclooctene OC1C=CCCCCC1